FC(C=1C=CC(=NC1)N1CCN(CC1)C(=O)C1CC(C1)NC(OC(C)(C)C)=O)(F)F Tert-butyl ((1R,3R)-3-(4-(5-(trifluoromethyl)pyridin-2-yl)piperazine-1-carbonyl)cyclobutyl)carbamate